9-(2-Deoxy-β-D-ribofuranosyl)adenine [C@@H]1(C[C@H](O)[C@H](O1)CO)N1C2=NC=NC(=C2N=C1)N